C1=CC=CC=2SC3=CC=CC=C3N(C12)CCCS(=O)(=O)NS(=O)(=O)C(F)(F)F.[K] potassium 3-(10H-phenothiazin-10-yl)-N-triflylpropane-1-sulfonamide